(rac)-1-(4-bromo-5-ethyl-1-methyl-1H-pyrazol-3-yl)propane-1,3-diol BrC=1C(=NN(C1CC)C)[C@@H](CCO)O |r|